3-difluoromethyl-1-methyl-1H-pyrazole-4-carboxylic acid [2-(3,4,6-trichloro-2-fluorophenyl)-1-methyl-ethyl]-methoxy-amide ClC=1C(=C(C(=CC1Cl)Cl)CC(C)N(C(=O)C=1C(=NN(C1)C)C(F)F)OC)F